BrC=1C(=C(C=C(C1)F)NC(C1=C(C=C(C=C1)C1CC1)F)=O)C N-(3-bromo-5-fluoro-2-methylphenyl)-4-cyclopropyl-2-fluorobenzamide